N-[3-(2-methyl-4-nitro-phenyl)thiopropyl]carbamic acid tert-butyl ester C(C)(C)(C)OC(NCCCSC1=C(C=C(C=C1)[N+](=O)[O-])C)=O